FC1=CC(=CC=C1)OS(=O)(=O)C(F)(F)F 2-fluoro-6-(((trifluoromethyl)sulfonyl)oxy)benzene